7-(4-chloro-3,5-difluorophenyl)-5,6,7,8-tetrahydro-2,7-naphthyridine-3-carboxylic acid ClC1=C(C=C(C=C1F)N1CCC=2C=C(N=CC2C1)C(=O)O)F